COCCO[C@@H]1COC2=CC=CC=C2C1N (S)-3-(2-methoxyethoxy)chroman-4-amine